(S)-3,3-difluoro-5-((4-((2-hydroxy-1-phenylethyl)amino)-5-(1,2,4-oxadiazol-5-yl)pyridin-2-yl)amino)isoindolin-1-one FC1(NC(C2=CC=C(C=C12)NC1=NC=C(C(=C1)N[C@H](CO)C1=CC=CC=C1)C1=NC=NO1)=O)F